5-isopropyl-8-(3-((methylsulfonyl)methyl)azetidin-1-yl)-2,7-naphthyridin C(C)(C)C1=C2C=CN=CC2=C(N=C1)N1CC(C1)CS(=O)(=O)C